C(C)OC=C(C#N)C#N (Ethoxymethylen)malononitril